(3R,6S)-6-((dimethylamino)methyl)tetrahydro-2H-pyran-3-amine hydrochloride Cl.CN(C)C[C@@H]1CC[C@H](CO1)N